C1(=CC=C(C2=CC=CC=C12)C1=CC=2C=3C4=C(C=CC3N(C2C=C1)C1=CC=CC=C1)C=CC=C4)C4=CC=1C=2C3=C(C=CC2N(C1C=C4)C4=CC=CC=C4)C=CC=C3 10,10'-(naphthalene-1,4-diyl)bis(7-phenylbenzo[c]carbazole)